(Difluoromethoxy)-3-fluoro-5-nitrobenzene FC(OC1=CC(=CC(=C1)[N+](=O)[O-])F)F